C(C(C)C)N(CC(C)C)CC N,N-diisobutyl-monoethyl-amine